N[C@]1(CN(CC1)C1=C(C(=C(C=C1)Cl)COC([2H])([2H])[2H])CN1C2=NC=NC(=C2N=C1)N)C(=O)NC1CC1 (R)-3-amino-1-(2-((6-amino-9H-purin-9-yl)methyl)-4-chloro-3-((methoxy-d3)methyl)phenyl)-N-cyclopropylpyrrolidine-3-carboxamide